CN(C1=CC=C(C(=N1)CN1C(N(CC=2C1=NN(C2)C)C2CCN(CC2)C2=C(C=CC=C2C)F)=O)C(F)(F)F)C 7-(6-Dimethylamino-3-trifluoromethyl-pyridin-2-ylmethyl)-5-[1-(2-fluoro-6-methyl-phenyl)-piperidin-4-yl]-2-methyl-2,4,5,7-tetrahydro-pyrazolo[3,4-d]pyrimidin-6-one